ClC1=NC(=CC2=C1C(OC2(C)CC)O)Cl 4,6-dichloro-1-ethyl-1-methyl-1,3-dihydrofuro[3,4-C]pyridin-3-ol